1-(8-(8-((3-methyl-4-((1-methyl-1H-benzo[d][1,2,3]triazol-5-yl)oxy)phenyl)amino)pyrimido[5,4-d]pyrimidin-2-yl)-3,8-diazabicyclo[3.2.1]octan-3-yl)prop-2-en-1-one CC=1C=C(C=CC1OC1=CC2=C(N(N=N2)C)C=C1)NC1=NC=NC2=C1N=C(N=C2)N2C1CN(CC2CC1)C(C=C)=O